4-((3S,5S)-3-but-2-ynamido-5-fluoropiperidin-1-yl)-3-chloro-5-fluoro-2-methyl-1H-indole-7-carboxamide C(C#CC)(=O)N[C@@H]1CN(C[C@H](C1)F)C1=C2C(=C(NC2=C(C=C1F)C(=O)N)C)Cl